C(C)CC(CC(=O)[O-])=O.C(C)CC(CC(=O)[O-])=O.C(C)(C)(C)O[Ti+2]OC(C)(C)C di-t-butoxytitanium bis(ethylacetoacetate)